C1(=CC=CC=C1)C=1C=C(C=C(C1)C1=CC=C(C=C1)NC1=CC=C(C=C1)C)C1=CC=CC=C1 5'-phenyl-N-(p-tolyl)-[1,1':3',1''-terphenyl]-4-amine